3-[4-(3-{4-chloro-3-ethyl-1H-pyrrolo[2,3-b]pyridin-3-yl}phenyl)-3-oxopiperazin-1-yl]propanoic acid ClC1=C2C(=NC=C1)NCC2(CC)C=2C=C(C=CC2)N2C(CN(CC2)CCC(=O)O)=O